(R)-3-(1-((1-isopropyl-5-methyl-2,3-dihydro-1H-pyrrolo[2,3-g]phthalazin-8-yl)amino)ethyl)-2-methylbenzonitrile C(C)(C)N1CCC=2C1=CC=1C(=NN=C(C1C2)C)N[C@H](C)C=2C(=C(C#N)C=CC2)C